ClC=1C=C(C=CC1)C[C@@H](C(=O)[O-])NC(=O)OCC1=CC=C(C=C1)NC(CC1=CC=C(C=C1)F)=O (2S)-3-(3-chlorophenyl)-2-((((4-(2-(4-fluorophenyl)acetamido)benzyl)oxy)carbonyl)amino)propanoate